tert-butyl N-[(3R)-5-[(4-chlorophenyl)methyl]-8-fluoro-4-oxo-7-[[[1-(2,2,2-trifluoroethyl)-3-piperidyl]carbamoylamino]carbamoyl]-2,3-dihydro-1,5-benzothiazepin-3-yl]carbamate ClC1=CC=C(C=C1)CN1C([C@H](CSC2=C1C=C(C(=C2)F)C(NNC(NC2CN(CCC2)CC(F)(F)F)=O)=O)NC(OC(C)(C)C)=O)=O